methyl 2-(4-(2-fluoro-4-hydroxy-3-isopropylbenzyl)-3,5-dimethylphenoxy)acetate FC1=C(CC2=C(C=C(OCC(=O)OC)C=C2C)C)C=CC(=C1C(C)C)O